FC(C=1C(=C(C=CC1)[C@@H](C)NC=1C2=C(N=C(N1)C)C=NC(=C2)S(=O)(=O)N(C)C)F)F (R)-4-((1-(3-(difluoromethyl)-2-fluorophenyl)ethyl)amino)-N,N,2-trimethylpyrido[3,4-d]pyrimidine-6-sulfonamide